BrC=1C=C(C(=NC1OC1CC2=CC=CC=C2C1)C)N=CN(C)CC N'-[5-bromo-6-(2,3-dihydro-1H-inden-2-yloxy)-2-methylpyridin-3-yl]-N-ethyl-N-methyl-formamidine